O1C(OCC1)C1CCN(CC1)C1=CC(=C(C(=O)O)C=C1)F 4-(4-(1,3-dioxolan-2-yl)piperidine-1-yl)-2-fluorobenzoic acid